CCS(=O)(=O)O[C@@H]1N(CCC1)C1=CC=C(C=C1)F (S)-(1-(4-fluorophenyl) pyrrolidin-2-yl) methylmethanesulfonate